(2,6-dimethyl-1,4-phenylene) ether CC1=C2C(=CC(=C1)O2)C